Cl.[Cl-].[K+] potassium chloride-HCL